OC1=C(C(=NC=C1)C(C)NC(C1=CC(=CC(=C1)C(F)(F)F)C(F)(F)F)=O)N1N=CC(=C1)S(=O)(=O)C N-[1-[4-hydroxy-3-(4-methylsulfonylpyrazol-1-yl)-2-pyridyl]ethyl]-3,5-bis(trifluoromethyl)benzamide